(4-cyano-2'-fluoro-[1,1'-biphenyl]-2-yl)-4-fluorobenzenesulfonamide C(#N)C1=CC(=C(C=C1)C1=C(C=CC=C1)F)C1=C(C=CC(=C1)F)S(=O)(=O)N